FC1=NC=CC=C1C1=CC=C(N)C=C1 4-(2-fluoro-3-pyridyl)aniline